4-(2-(piperidin-4-yl)-4'-(1H-1,2,3-triazol-4-yl)-[1,1'-biphenyl]-4-yl)-1H-1,2,3-triazole-5-carboxylic acid N1CCC(CC1)C1=C(C=CC(=C1)C=1N=NNC1C(=O)O)C1=CC=C(C=C1)C=1N=NNC1